6-chloro-3-iodo-1-methyl-1H-pyrazolo[3,4-b]pyrazine ClC1=CN=C2C(=N1)N(N=C2I)C